CS(=O)(=O)NC1CCC2(CN(C2)C[C@@H]2CNCC2)CC1 (S)-3-((7-(methylsulfonamido)-2-azaspiro[3.5]nonan-2-yl)methyl)pyrrolidin